ethyl (5-(diethoxyphosphoryl)pyridin-2-yl)carbamate C(C)OP(=O)(OCC)C=1C=CC(=NC1)NC(OCC)=O